C[C@@]1(CN(CCC1)CC1=NC=C(C=N1)NC1=CC=C(C=C1)C1=CC2=C(N=CN=C2N2CCOCC2)N1COCC[Si](C)(C)C)NC(OC(C)(C)C)=O tert-butyl (R)-(3-methyl-1-((5-((4-(4-morpholino-7-((2-(trimethylsilyl)ethoxy)methyl)-7H-pyrrolo[2,3-d]pyrimidin-6-yl)phenyl)amino)pyrimidin-2-yl)methyl)piperidin-3-yl)carbamate